7-[3-(difluoromethyl)pyridin-2-yl]-7-methoxy-4-oxospiro[2.5]oct-5-ene-5-carbonitrile FC(C=1C(=NC=CC1)C1(C=C(C(C2(CC2)C1)=O)C#N)OC)F